C(=O)=C1N(C(CC1)=C=O)C(C(=O)O)CC(C)(SSC1=NC=C(C=C1)[N+](=O)[O-])C 2,5-Dicarbonylpyrrolidin-1-yl-4-methyl-4-((5-nitropyridin-2-yl)dithio)pentanoic acid